C1=NC=C(C2=CC=CC=C12)C1CCC=2C(=NC=NC2C1)N1CCNCC1 7-(4-isoquinolinyl)-4-piperazin-1-yl-5,6,7,8-tetrahydroquinazoline